ONC(C1=CC=C(C=C1)CN1N=C(C=C1C1=CC=CC=C1)C=1C=C2C(N(C=NC2=CC1)C)=O)=O N-hydroxy-4-{[3-(3-methyl-4-oxo-3,4-dihydro-quinazolin-6-yl)-5-phenyl-1H-pyrazol-1-yl]methyl}benzamide